2-(5-amino-1H-indol-3-yl)-N-(1-(2-chloro-4-methylphenyl)-2-oxopyrrolidin-3-yl)-2-oxoacetamide NC=1C=C2C(=CNC2=CC1)C(C(=O)NC1C(N(CC1)C1=C(C=C(C=C1)C)Cl)=O)=O